COC1=CC=C(CN(C2=C(N=C(S2)Br)C(C(C(CC)=O)N2CCN(CC2)C(=O)OC(C)(C)C)=O)CC2=CC=C(C=C2)OC)C=C1 tert-butyl 4-(1-(5-(bis(4-methoxybenzyl)amino)-2-bromothiazol-4-yl)-1,3-dioxopentan-2-yl)piperazine-1-carboxylate